1-(2-(5-(6-fluoro-2-(trifluoromethyl)pyridin-3-yl)isoindolin-2-yl)-2-oxoethyl)-1H-1,2,4-triazole-3-carbonitrile FC1=CC=C(C(=N1)C(F)(F)F)C=1C=C2CN(CC2=CC1)C(CN1N=C(N=C1)C#N)=O